1-{[4-(benzyloxy)-2-nitrophenyl]Amino}-2-methylpropan-2-ol C(C1=CC=CC=C1)OC1=CC(=C(C=C1)NCC(C)(O)C)[N+](=O)[O-]